formaldehyde methyl-glycolate CC(C(=O)O)O.C=O